2-[(4,4-difluoro-3,3-dimethyl-butyryl)amino]-4-[3-[2-(5,6,7,8-tetrahydro-1,8-naphthyridin-2-yl)ethyl]cyclobutoxy]butanoic acid FC(C(CC(=O)NC(C(=O)O)CCOC1CC(C1)CCC1=NC=2NCCCC2C=C1)(C)C)F